5-bromo-4-cyclobutoxy-2-nitrobenzaldehyde BrC=1C(=CC(=C(C=O)C1)[N+](=O)[O-])OC1CCC1